FC1=NC=C(C=C1)C1=NC(=CC=C1)SC(C)C 2-fluoro-5-(6-isopropylsulfanyl-2-pyridyl)pyridine